[Na+].[Na+].C1(=CC=C(C=C1)C=CC1=C(C=CC=C1)S(=O)(=O)[O-])C1=CC=C(C=C1)C=CC1=C(C=CC=C1)S(=O)(=O)[O-] 2,2'-([1,1'-biphenyl]-4,4'-diyl-di-2,1-ethenediyl)bisbenzenesulfonic acid disodium salt